ClC1=NN(C=C1C1=NC=CC(=N1)NC=1N=CC2=C(C=CC(=C2C1)C(C)C)N1[C@@H]([C@H](C1)N(S(=O)(=O)C)C)C)CCO N-((2R,3S)-1-(3-((2-(3-Chloro-1-(2-hydroxyethyl)-1H-pyrazol-4-yl)pyrimidin-4-yl)amino)-5-isopropylisoquinolin-8-yl)-2-methylazetidin-3-yl)-N-methyl-methanesulfonamide